FC(C(=O)O)(F)F.BrC=1C(N(C(=CC1OCC1=C(C=C(C=C1)F)F)C)C1=C(C=CC(=C1)C=1NC=CN1)C)=O 3-bromo-4-[(2,4-difluorobenzyl)oxy]-1-[5-(1H-imidazol-2-yl)-2-methylphenyl]-6-methylpyridin-2(1H)-one trifluoroacetate